NC1=NC(=C2NC=NC2=N1)NCC1=CC(=CC=C1)I 2-amino-6-(3-iodobenzylamino)purine